4-(2-{5-[4-(piperazin-1-yl)phenyl]thiophen-2-yl}ethyl)-2,4-dihydro-3H-1,2,4-triazol-3-one N1(CCNCC1)C1=CC=C(C=C1)C1=CC=C(S1)CCN1C(NN=C1)=O